C1(CC1)C=1C=CC(=NC1)CNC(C)C N-((5-cyclopropylpyridin-2-yl)-methyl)propan-2-amine